5-[2,3-difluoro-4-(1H-pyrazol-4-yl)phenyl]-N-methyl-N-(2,2,6,6-tetramethylpiperidin-4-yl)[1,3]thiazolo[5,4-d][1,3]thiazol-2-amine FC1=C(C=CC(=C1F)C=1C=NNC1)C=1SC2=C(N1)SC(=N2)N(C2CC(NC(C2)(C)C)(C)C)C